(S-propynyl)-cysteine C(#CC)SC[C@H](N)C(=O)O